ethyl 2-[3-[tert-butoxycarbonylamino]propoxy]acetate C(C)(C)(C)OC(=O)NCCCOCC(=O)OCC